2-(6-Cyclopropyl-4-(2-(4-methyl-4H-1,2,4-triazol-3-yl)phenyl)pyridin-2-yl)-6-methoxy-3-oxoisoindoline-5-carbaldehyde C1(CC1)C1=CC(=CC(=N1)N1CC2=CC(=C(C=C2C1=O)C=O)OC)C1=C(C=CC=C1)C1=NN=CN1C